FC=1C(=C(C=CC1)[C@@H]1C2=C(NC(=C1C(=O)OC)C)COC2=O)C2CC(C2)F methyl (S)-4-(3-fluoro-2-(3-fluorocyclobutyl) phenyl)-2-methyl-5-oxo-1,4,5,7-tetrahydrofuro[3,4-b]pyridine-3-carboxylate